imidazo[4,5-d]pyrimidinone N=1C(N=C2N=CN=CC21)=O